FC(OC=1C=C(OC2=C(C=C(C=C2F)CO)F)C=CC1)(F)F (4-(3-(Trifluoromethoxy)phenoxy)-3,5-difluorophenyl)methanol